C[C@@H]1CN(C[C@H](N1)C)C1=NC=C(N=C1)OC 2-[(3R,5R)-3,5-dimethylpiperazin-1-yl]-5-methoxypyrazine